N-{[1,1'-biphenyl]-4-yl}-N-[4-(6,8-di-tert-butyl-9,9-diphenyl-9H-fluoren-4-yl)phenyl]-9,9-dimethyl-9H-fluoren-2-amin C1(=CC=C(C=C1)N(C1=CC=2C(C3=CC=CC=C3C2C=C1)(C)C)C1=CC=C(C=C1)C1=CC=CC=2C(C3=C(C=C(C=C3C12)C(C)(C)C)C(C)(C)C)(C1=CC=CC=C1)C1=CC=CC=C1)C1=CC=CC=C1